6-((5-((3S,4S)-4-amino-3-methyl-2-oxa-8-azaspiro[4.5]decan-8-yl)pyrazin-2-yl)thio)-5-chloro-3-((4-methyltetrahydro-2H-pyran-4-yl)methyl)quinazolin-4(3H)-one N[C@@H]1[C@@H](OCC12CCN(CC2)C=2N=CC(=NC2)SC=2C(=C1C(N(C=NC1=CC2)CC2(CCOCC2)C)=O)Cl)C